(4-(4-aminophenoxy)-2-hydroxyphenyl) (4-aminophenyl) ketone NC1=CC=C(C=C1)C(=O)C1=C(C=C(C=C1)OC1=CC=C(C=C1)N)O